NC=1C=C2CCCN(C2=NC1C=O)C(=O)NC1=NC=C(C=C1)C#N 6-amino-N-(5-cyanopyridin-2-yl)-7-formyl-3,4-dihydro-1,8-naphthyridine-1(2H)-carboxamide